FC=1C=C(OC2=CC=C3CCN(CC3=C2)C(CCN2N=CN=C2)=O)C=CC1C(F)(F)F 1-(7-(3-fluoro-4-(trifluoromethyl)phenoxy)-3,4-dihydroisoquinolin-2(1H)-yl)-3-(1H-1,2,4-triazol-1-yl)propan-1-one